N,N'-bis(2-stearamidoethyl)-sebacamide C(CCCCCCCCCCCCCCCCC)(=O)NCCNC(CCCCCCCCC(=O)NCCNC(CCCCCCCCCCCCCCCCC)=O)=O